N-(2-(cis-2-(((cis-4-isopropylcyclohexyl)oxy)methyl)-3-((methylsulfonyl)amino)piperidin-1-yl)-2-oxoethyl)acetamide C(C)(C)[C@H]1CC[C@H](CC1)OC[C@@H]1N(CCC[C@@H]1NS(=O)(=O)C)C(CNC(C)=O)=O